CC1OC(CN(C1)C1=NC(=NC=C1)C1=CN=C2N1C=C(N=C2)C#N)C=2C=NNC2 3-(4-(2-Methyl-6-(1H-pyrazol-4-yl)morpholino)pyrimidin-2-yl)imidazo[1,2-a]pyrazine-6-carbonitrile